2-fluoro-N-(2-(3-hydroxy-3-methylbutyl)-5-(2-hydroxypropane-2-yl)-1-methyl-1H-benzo[d]imidazol-6-yl)-3-(trifluoromethyl)benzamide FC1=C(C(=O)NC=2C(=CC3=C(N(C(=N3)CCC(C)(C)O)C)C2)C(C)(C)O)C=CC=C1C(F)(F)F